(2S)-isopropyl 2-(((2-chloro-4-nitrophenoxy) (phenoxy)phosphoryl)amino)propanoate ClC1=C(OP(=O)(OC2=CC=CC=C2)N[C@H](C(=O)OC(C)C)C)C=CC(=C1)[N+](=O)[O-]